Cl.N[C@H](C(=O)O)CC (S)-2-aminobutyrate hydrochloride